COC(=O)C1CC2(OCCO2)CC1 1,4-dioxaspiro[4.4]nonane-7-carboxylic acid methyl ester